3-(3-([1,1'-biphenyl]-3-yl)acryloyl)thiazolidin-2-one C1(=CC(=CC=C1)C=CC(=O)N1C(SCC1)=O)C1=CC=CC=C1